(R)-2-(2,5-difluorophenyl)pyrrolidine (R)-2-hydroxysuccinate O[C@@H](C(=O)O)CC(=O)O.FC1=C(C=C(C=C1)F)[C@@H]1NCCC1